6-chloro-N-(2,4-difluoro-3-(2-(piperidin-4-ylamino)quinazolin-6-yl)phenyl)-1-hydroxy-7-methoxy-2,3-dihydro-1H-indene-4-sulfonamide ClC=1C=C(C=2CCC(C2C1OC)O)S(=O)(=O)NC1=C(C(=C(C=C1)F)C=1C=C2C=NC(=NC2=CC1)NC1CCNCC1)F